ClC1=CC=C(C=N1)C=1C(=C(C(=O)N)C=CC1F)OC 3-(6-chloropyridin-3-yl)-4-fluoro-2-methoxybenzamide